(2R,3R)-1-[4-[4-(3-aminooxetan-3-yl)phenyl]-7,7-difluoro-5,6-dihydrocyclopenta[d]pyrimidin-2-yl]-2-(fluoromethyl)azetidin-3-ol NC1(COC1)C1=CC=C(C=C1)C=1C2=C(N=C(N1)N1[C@H]([C@@H](C1)O)CF)C(CC2)(F)F